C(=O)(O)C1=CC=C(C=C1)C=1C(=CC=CC1)C1=CC=C(C=C1)C(=O)O 4,4''-dicarboxyterphenyl